3-((tert-butoxycarbonyl)amino)piperidine-4-carboxylic acid C(C)(C)(C)OC(=O)NC1CNCCC1C(=O)O